tributyl(tetradecyl)phosphonium C(CCC)[P+](CCCCCCCCCCCCCC)(CCCC)CCCC